CC1(C(C1(C)C)C(=O)OC(C#N)C2=CC(=CC=C2)OC3=CC=CC=C3)C The molecule is a cyclopropanecarboxylate ester obtained by formal condensation between 2,2,3,3-tetramethylcyclopropanecarboxylic acid and cyano(3-phenoxyphenyl)methanol. It has a role as a pyrethroid ester insecticide, a pyrethroid ester acaricide and an agrochemical. It is an aromatic ether and a cyclopropanecarboxylate ester. It derives from a 2,2,3,3-tetramethylcyclopropanecarboxylic acid.